ClC=1C=CC2=C(N(C3=C(N(C2=O)C)C=CC=C3)CCCN(C(=O)OC(C)(C)C)C(=O)OC(C)(C)C)C1 di-tert-Butyl [3-(3-chloro-10-methyl-11-oxo-10,11-dihydro-5H-dibenzo[b,e][1,4]diazepin-5-yl)propyl]imidodicarbonate